CN(C(=S)SC(C(=O)OC)C)C1=CC=NC=C1 methyl 2-[N-methyl-N-(4-pyridyl)carbamothioylthio]propanoate